(S)-methyl 2-((tert-butoxy carbonyl) amino)-3-(7-(prop-1-en-2-yl)-1H-indol-3-yl)propanoate C(C)(C)(C)OC(=O)N[C@H](C(=O)OC)CC1=CNC2=C(C=CC=C12)C(=C)C